N(=[N+]=[N-])C1CCN(CC1)CCNS(=O)(=O)C1=CC=C(C=C1)CC(C)C N-(2-(4-azidopiperidin-1-yl)ethyl)-4-isobutylbenzenesulfonamide